tert-butyl (2S,6R)-4-[2-methoxy-8-(pyrazolo[1,5-a]pyrazin-3-ylcarbamoyl)quinazolin-5-yl]-2,6-dimethyl-piperazine-1-carboxylate COC1=NC2=C(C=CC(=C2C=N1)N1C[C@@H](N([C@@H](C1)C)C(=O)OC(C)(C)C)C)C(NC=1C=NN2C1C=NC=C2)=O